C(C(=C)C)(=O)OC(C(OC(C(F)(F)F)(F)F)(C(C(C(C(C(C(C(C(F)(F)F)(F)F)(F)F)(F)F)(F)F)(F)F)(F)F)(F)F)F)(C(F)(F)F)F perfluorooctylethyloxypropylene methacrylate